ethyl 2-chloro-6-fluoro-4-methylquinoline-3-carboxylate ClC1=NC2=CC=C(C=C2C(=C1C(=O)OCC)C)F